1-(5-((4-(bis(4-chlorophenyl)methyl)piperazin-1-yl)methyl)-1-oxoisoindolin-2-yl)dihydropyrimidine ClC1=CC=C(C=C1)C(N1CCN(CC1)CC=1C=C2CN(C(C2=CC1)=O)N1CNCC=C1)C1=CC=C(C=C1)Cl